tert-butyl (4-fluoro-3-((2-((1-(2-hydroxy-2-methylpropyl)-1H-pyrazol-4-yl)amino)-5-(4-(trifluoromethyl)phenyl)pyrimidin-4-yl)amino)phenyl)carbamate FC1=C(C=C(C=C1)NC(OC(C)(C)C)=O)NC1=NC(=NC=C1C1=CC=C(C=C1)C(F)(F)F)NC=1C=NN(C1)CC(C)(C)O